diStearoyltrimethylammonium C(CCCCCCCCCCCCCCCCC)(=O)C([NH+](C)C)C(CCCCCCCCCCCCCCCCC)=O